3-(cyanomethyl)-3-(4-{[(1R,2S)-2-phenylcyclopropyl]amino}piperidin-1-yl)azetidine-1-sulfonamide mono-1,2-ethanedisulfonic acid salt C(CS(=O)(=O)O)S(=O)(=O)O.C(#N)CC1(CN(C1)S(=O)(=O)N)N1CCC(CC1)N[C@H]1[C@@H](C1)C1=CC=CC=C1